C(C=CCCCCCCCCCCCCCCCCCC)(=O)O henicosenoic acid